nickel-copper-zinc-manganese [Mn].[Zn].[Cu].[Ni]